(S)-tert-butyl (1-cyclohexyl-2-(6-(4-fluorobenzyl)-5-methoxy-2,3-dihydro-1H-pyrrolo[3,2-b]pyridin-1-yl)-2-oxoethyl)carbamate C1(CCCCC1)[C@@H](C(=O)N1CCC2=NC(=C(C=C21)CC2=CC=C(C=C2)F)OC)NC(OC(C)(C)C)=O